C1(CC1)C#CC=1C=C(C(=C2NC(C(=NC12)C)=O)F)CN1CCC(=CC1)C=1C(=NC(=CC1)C(=O)NC)F 1'-((8-(cyclopropylethynyl)-5-fluoro-2-methyl-3-oxo-3,4-dihydroquinoxalin-6-yl)methyl)-2-fluoro-N-methyl-1',2',3',6'-tetrahydro-[3,4'-bipyridine]-6-carboxamide